4-((1-(3-(8-fluoro-1-oxo-1,2-dihydroisoquinolin-3-yl)propionyl)piperidin-4-yl)oxy)benzonitrile FC=1C=CC=C2C=C(NC(C12)=O)CCC(=O)N1CCC(CC1)OC1=CC=C(C#N)C=C1